(R)-4-(2-cyanophenyl)-N-(1-methyl-1H-pyrrolo[2,3-c]pyridin-7-yl)-N-(piperidin-3-yl)piperidine-1-carboxamide C(#N)C1=C(C=CC=C1)C1CCN(CC1)C(=O)N([C@H]1CNCCC1)C=1N=CC=C2C1N(C=C2)C